FC1=C(C(=C(C=C1OC)OC)F)N1C(N(C2=C(C1)C=NC1=C2C=C(N1)CN1CCN(CC1)C)C1=CC=NC=C1)=O 3-(2,6-difluoro-3,5-dimethoxyphenyl)-8-[(4-methylpiperazin-1-yl)methyl]-1-pyridin-4-yl-1,3,4,7-tetrahydro-2H-pyrrolo[3',2':5,6]pyrido[4,3-d]pyrimidin-2-one